Ethyl (5R)-2-(2,6-dimethylpyridin-3-yl)-5-methyl-6,7-dihydro-5H-pyrazolo[5,1-b][1,3]oxazine-3-carboxylate CC1=NC(=CC=C1C1=NN2C(O[C@@H](CC2)C)=C1C(=O)OCC)C